FC(C1=C(C=NN1)C=1C=C2C=CN(C(C2=CC1)=O)CC=1C=C(C(=O)NC)C=C(C1)F)F 3-((6-(5-(difluoromethyl)-1H-pyrazol-4-yl)-1-oxoisoquinolin-2(1H)-yl)methyl)-5-fluoro-N-methylbenzamide